5H,6H,7H-pyrazolo[3,2-b][1,3]oxazin-2-ylmethanol N1=C(C=C2OCCCN21)CO